propenyl-ethylguaiacol C(=CC)C=1C(=C(C(=CC1)OC)O)CC